ClC1=NC=CC(=N1)CN1CCN(CC1)C 2-chloro-4-[(4-methylpiperazin-1-yl)methyl]pyrimidine